7-methyl-4-(1,3-thiazol-4-yl)spiro[1,3-benzodioxole-2,1'-cyclohexane]-6-carboxylic acid CC1=C(C=C(C2=C1OC1(CCCCC1)O2)C=2N=CSC2)C(=O)O